CC(=O)N[C@@H](CC(=O)O)C(=O)N[C@@H](CCC(=O)O)C(=O)N[C@@H](CCC(=O)O)C(=O)O The molecule is a dipeptide composed of one N-acetyl-L-aspartic acid and two L-glutamic acid units joined in sequence. It is a conjugate acid of an Ac-Asp-Glu-Glu(4-).